C(C1=CC=CC=C1)OC(=O)NC(C(C(C(=O)OC(C)(C)C)Br)=O)C1C[C@H]2C([C@H]2C1)(F)F tert-butyl 4-(((benzyloxy) carbonyl) amino)-2-bromo-4-((1R,3s,5S)-6,6-difluorobicyclo[3.1.0]hexan-3-yl)-3-oxobutanoate